C(#N)C=1C=C(C=NC1N1N=CC=N1)NC(=O)C=1C=NN(C1C(F)(F)F)C=1N=CC=C2C1SC=C2 N-(5-cyano-6-(2H-1,2,3-triazol-2-yl)pyridin-3-yl)-1-(thieno[2,3-c]pyridin-7-yl)-5-(trifluoromethyl)-1H-pyrazole-4-carboxamide